C(C)(C)(C)N1N=C(C=C1NC1=CC(=NC=C1)OCCC([C@H](C)NC(OC(C)(C)C)=O)(F)F)[C@@H]1C[C@@H]([C@@H](C1)F)O[Si](C)(C)C(C)(C)C tert-butyl ((S)-5-((4-((1-(tert-butyl)-3-((1R,3S,4R)-3-((tert-butyldimethylsilyl)oxy)-4-fluorocyclopentyl)-1H-pyrazol-5-yl)amino)pyridin-2-yl)oxy)-3,3-difluoropentan-2-yl)carbamate